2,5-dihydro-3,4-dimethyl-furan CC=1COCC1C